FC1=CC=C(C=C1)[C@H]1[C@@H](C1)NCCC[C@@H](C(=O)N1CCN(CC1)C)NC(=O)C1=CC2=CC=C(C=C2C=C1)OC N-[(2S)-5-[[(1R,2S)-2-(4-Fluorophenyl)cyclopropyl]amino]-1-(4-methylpiperazin-1-yl)-1-oxopentan-2-yl]-6-methoxynaphthalene-2-carboxamide